3-mercapto-3-methylpropyl-tripropoxysilane SC(CC[Si](OCCC)(OCCC)OCCC)C